2-[[1-(6-fluoroquinazolin-4-yl)piperidin-4-yl]methyl]-6-pyrazol-1-ylpyridazin-3-one FC=1C=C2C(=NC=NC2=CC1)N1CCC(CC1)CN1N=C(C=CC1=O)N1N=CC=C1